cobalt-iron carbon [C].[Fe].[Co]